lactic acid, maleate salt C(\C=C/C(=O)O)(=O)O.C(C(O)C)(=O)O